COC1=C(C=C(C=C1)C1(COC1)C)S(=O)(=O)NC(=O)C1=NC2=CC=CC(=C2C=C1)N1N=CC=C1 N-((2-methoxy-5-(3-methyloxetan-3-yl)phenyl)sulfonyl)-5-(1H-pyrazol-1-yl)quinoline-2-carboxamide